(ethylsulfonyl)-6-(2-(trifluoromethyl)pyrazolo[1,5-a]pyrimidin-5-yl)pyridin-2-ol C(C)S(=O)(=O)C=1C(=NC(=CC1)C1=NC=2N(C=C1)N=C(C2)C(F)(F)F)O